C(C)[C@@H]1N(C[C@H](N(C1)C(C)C1=CC=C(C=C1)C(F)(F)F)CC)C=1C2=C(N(C(N1)=O)C)C=CC(=N2)OCCN(C)C 4-((2S,5R)-2,5-diethyl-4-(1-(4-(trifluoromethyl)phenyl)ethyl)piperazin-1-yl)-6-(2-(dimethylamino)ethoxy)-1-methylpyrido[3,2-d]pyrimidin-2(1H)-one